(2-(isopropylamino)-1-methyl-6-oxo-1,6-dihydropyrimidin-5-yl)boronic acid C(C)(C)NC=1N(C(C(=CN1)B(O)O)=O)C